3-((S)-7-(4-((1-(4-((1R,2S)-6-hydroxy-2-phenyl-1,2,3,4-tetrahydronaphthalen-1-yl)phenyl)piperidin-4-yl)methyl)piperazin-1-yl)-5,6,7,8-tetrahydronaphthalen-2-yl)piperidine-2,6-dione OC=1C=C2CC[C@@H]([C@@H](C2=CC1)C1=CC=C(C=C1)N1CCC(CC1)CN1CCN(CC1)[C@H]1CCC=2C=CC(=CC2C1)C1C(NC(CC1)=O)=O)C1=CC=CC=C1